(R)-2,2,2-trifluoro-1-[6-(2-methyl-2H-1,2,3-triazol-3-yl)pyridin-3-yl]ethanol FC([C@H](O)C=1C=NC(=CC1)N1N(NC=C1)C)(F)F